6-(fluoromethyl)-1,4-dihydropyridine-3,5-dicarboxylate FCC1=C(CC(=CN1)C(=O)[O-])C(=O)[O-]